(S)-5-(4-((S)-2-((S)-2-Amino-3-methylbutanamido)propanamido)benzamido)-2-(4-(2-(2,4-diaminopteridin-6-yl)ethyl)benzamido)pentanoic acid N[C@H](C(=O)N[C@H](C(=O)NC1=CC=C(C(=O)NCCC[C@@H](C(=O)O)NC(C2=CC=C(C=C2)CCC=2N=C3C(=NC(=NC3=NC2)N)N)=O)C=C1)C)C(C)C